5-amino-N,N-dimethylpyridine-2-carboxamide NC=1C=CC(=NC1)C(=O)N(C)C